ClC=1C=C(CN2C=C(C=3C(C(CCC23)(F)F)O)C(F)(F)F)C=C(C1)F 1-(3-chloro-5-fluorobenzyl)-5,5-difluoro-3-(trifluoromethyl)-4,5,6,7-tetrahydro-1H-indol-4-ol